OC1(CCC(CC1)(C1=CC=CC=C1)C1=CC=CC=C1)O 4,4-dihydroxydiphenylcyclohexane